1,1'-((10-(4-(2-((10-(bis(2-hydroxydodecyl)amino)decyl)(2-hydroxydodecyl)amino)ethyl)piperazin-1-yl)decyl)azanediyl)bis(dodecan-2-ol) OC(CN(CCCCCCCCCCN(CCN1CCN(CC1)CCCCCCCCCCN(CC(CCCCCCCCCC)O)CC(CCCCCCCCCC)O)CC(CCCCCCCCCC)O)CC(CCCCCCCCCC)O)CCCCCCCCCC